OC(CC(=O)O)(CC(=O)O)C beta-hydroxy-beta-methylglutaric acid